spiro[2.4]heptane C1CC12CCCC2